OCCN(CCO)CCCOCCCCCCCCCC N,N-di(2-hydroxyethyl)decyloxypropyl-amine